C(=C)N N-ethenylamine